rel-trans-(3aS,6aR)-1-(tert-butoxycarbonyl)hexahydrocyclopenta[b]pyrrole-3a(1H)-carboxylic acid C(C)(C)(C)OC(=O)N1[C@H]2[C@@](CC1)(CCC2)C(=O)O |o1:8,9|